The molecule is a germacranolide isolated from Neurolaena lobata and Austroeupatorium inulifolium and has been shown to exhibit antimalarial activity. It has a role as a metabolite and an antimalarial. It is a germacranolide, a fatty acid ester, an enone and a tertiary alpha-hydroxy ketone. It derives from an isovaleric acid. C[C@@H]/1C[C@@H]2[C@@H]([C@@H](C[C@](C(=O)/C=C1)(C)O)OC(=O)CC(C)C)C(=C)C(=O)O2